(Z)-1,2,5,6,7,8-hexahydro-3H-benzo[b]cyclopenta[d]thiophen-3-one oxime C1C/C(/C2=C1C1=C(S2)CCCC1)=N/O